FC=1C(=CC(=NC1)C)C=1NC2=CC=C(C=C2C1C(C)C)C1CCN(CC1)CC1COC1 2-(5-fluoro-2-methylpyridin-4-yl)-3-isopropyl-5-(1-(oxetan-3-ylmethyl)piperidin-4-yl)-1H-indole